ClC1=CC=C(C=C1)S(=O)(=O)CCCN1CNC2=C1C=CC=C2 3-[3-(4-chlorophenyl)sulfonyl-propyl]-1H-benzimidazole